2-(4-piperidylamino)-5,6,7,8-tetrahydro-3H-quinazolin-4-one N1CCC(CC1)NC1=NC=2CCCCC2C(N1)=O